CN[C@@H]1CC[C@H](CC1)CO (trans)-4-methylamino-cyclohexylmethanol